3-bromo-N-(4-chloro-2-((cyanomethyl)carbamoyl)-6-methylphenyl)-1-(3-chloro-2-pyridinyl)-1H-pyrazole-5-carboxamide BrC1=NN(C(=C1)C(=O)NC1=C(C=C(C=C1C)Cl)C(NCC#N)=O)C1=NC=CC=C1Cl